COC(C(O)C=1C=CC2=C(NCCO2)C1)=O (3,4-dihydro-2H-1,4-benzoxazin-6-yl)-2-hydroxyacetic acid methyl ester